ClC1=C(C=C(C(=O)O)C=C1)SC 4-Chloro-3-(methylthio)benzoic acid